C(CCCCCCCCCCC)NC(CCC(=O)OC1C(CCCC1)OC)=O 2-methoxycyclohexyl 4-(dodecylamino)-4-oxobutanoate